[W]=O.[Ni].[Fe] iron-nickel-tungsten oxide